N-benzyloxymethanamine C(C1=CC=CC=C1)ONC